NC=1C2=C(N=CN1)N(C=C2C2=CC(=C(C=C2)NC(=O)NC2=CC(=NO2)C2(CC2)C(F)(F)F)C#N)C2CC2 1-(4-(4-AMINO-7-CYCLOPROPYL-7H-PYRROLO[2,3-D]PYRIMIDIN-5-YL)-2-CYANOPHENYL)-3-(3-(1-(TRIFLUOROMETHYL)CYCLOPROPYL)ISOXAZOL-5-YL)UREA